CN(C1=CC(=NC=2NCCCC12)CCCCCO[C@H]1CNCC1)C (R)-N,N-dimethyl-2-(5-(pyrrolidin-3-yloxy)pentyl)-5,6,7,8-tetrahydro-1,8-naphthyridin-4-amine